3-isopropyl-2,5,8-trioxo-1,4,9-triazacyclotetradecane-14-carboxamide C(C)(C)C1C(NC(CCCCNC(CCC(N1)=O)=O)C(=O)N)=O